(1S)-1-({(3S)-3-({N-[(4-methoxy-1H-indol-2-yl)carbonyl]-L-leucyl}amino)-2-oxo-4-[(3S)-2-oxopyrrolidin-3-yl]butyl}oxy)propyl 2-methylpropanoate CC(C(=O)O[C@@H](CC)OCC([C@H](C[C@H]1C(NCC1)=O)NC([C@@H](NC(=O)C=1NC2=CC=CC(=C2C1)OC)CC(C)C)=O)=O)C